C(C)(C)N(CCN(CC1=CC(=CC(=C1O)C)C)CC1=CC(=CC(=C1O)C)C)C(C)C 6,6'-(((2-(Diisopropylamino)ethyl)azanediyl)bis(methylene))bis(2,4-dimethylphenol)